COC(=O)C1=C(SC(=C1)C(=O)N1C[C@H](CC1)NC(C)=O)N (S)-5-(3-Acetylaminopyrrolidine-1-carbonyl)-2-aminothiophene-3-carboxylic acid methyl ester